2-(2-hydroxyphenyl)-1,3,5-triazine OC1=C(C=CC=C1)C1=NC=NC=N1